C(C=C)(=O)OC(COCC(C)OC(C=C)=O)C oxybis(methyl-2,1-ethandiyl) diacrylate